(E)-5-(1-(4-fluorophenyl)prop-1-enyl)-2-(piperazin-1-yl)pyrimidine FC1=CC=C(C=C1)/C(=C\C)/C=1C=NC(=NC1)N1CCNCC1